cerium Ethyl oxide C(C)OCC.[Ce]